4-((1R,5S)-3,8-diazabicyclo[3.2.1]oct-3-yl)-6-methyl-N-(5-methyl-1H-pyrazol-3-yl)pyrimidin-2-amine trifluoroacetate FC(C(=O)O)(F)F.[C@H]12CN(C[C@H](CC1)N2)C2=NC(=NC(=C2)C)NC2=NNC(=C2)C